BrCC1=C2C=CN(C2=CC(=C1OC=1C=CC(=C(C1)C1=CC=NN1C(CC=C)C=1C=C(C=CC1)CCC(=O)OCC)F)F)S(=O)(=O)C1=CC=C(C)C=C1 ethyl 3-(3-(1-(5-(5-((4-(bromomethyl)-6-fluoro-1-tosyl-1H-indol-5-yl)oxy)-2-fluorophenyl)-1H-pyrazol-1-yl)but-3-en-1-yl)phenyl)propanoate